tert-butyl N-[1-[[2-chloro-5-(1-isopropyl-6-oxo-3-pyridyl)phenyl]methyl]-2-oxo-2-[4-(2H-tetrazol-5-yl)anilino]ethyl]carbamate ClC1=C(C=C(C=C1)C1=CN(C(C=C1)=O)C(C)C)CC(C(NC1=CC=C(C=C1)C=1N=NNN1)=O)NC(OC(C)(C)C)=O